1,6,7-trimethyl-1,4-dihydroquinoxalin-2,3-dione CN1C(C(NC2=CC(=C(C=C12)C)C)=O)=O